CN(C1=C(C2=C(N=C(N=C2)SC)N(C1=O)C1=CC=CC=C1)C#C[Si](C(C)C)(C(C)C)C(C)C)C 6-(dimethylamino)-2-(methylsulfanyl)-8-phenyl-5-[2-(triisopropylsilyl)ethynyl]pyrido[2,3-d]pyrimidin-7-one